methyl 4-((7-(butylamino)-3-(2,5-dihydro-furan-3-yl)-5-((methoxycarbonyl)amino)-1H-pyrazolo[4,3-d]pyrimidin-1-yl)methyl)-3-methoxy-benzoate C(CCC)NC=1C2=C(N=C(N1)NC(=O)OC)C(=NN2CC2=C(C=C(C(=O)OC)C=C2)OC)C=2COCC2